4-phenyl-pentanethiol C1(=CC=CC=C1)C(CCCS)C